1-[(2S)-2-(2-Chloro-3-methoxy-phenyl)pyrrolidin-1-yl]-2-[(7S)-3,7-dimethyl-4,5,6,7-tetrahydroindazol-2-yl]ethanone ClC1=C(C=CC=C1OC)[C@H]1N(CCC1)C(CN1N=C2[C@H](CCCC2=C1C)C)=O